(S)-(+)-tetrahydro-furfurylamine C([C@@H]1CCCO1)N